4-[(E)-3-(1-Hydroxy-3H-2,1-benzoxaborol-6-yl)prop-2-enoyl]benzoic acid OB1OCC2=C1C=C(C=C2)/C=C/C(=O)C2=CC=C(C(=O)O)C=C2